(4-(3-chloro-2-fluorophenyl)-5-oxo-4,5-dihydro-1H-1,2,4-triazol-1-yl)methanol ClC=1C(=C(C=CC1)N1C=NN(C1=O)CO)F